N-(1-(2-methoxy-3-(1-methyl-1H-1,2,4-triazol-3-yl)phenyl)-1H-pyrazolo[3,4-d]pyrimidin-6-yl)cyclopropylamide COC1=C(C=CC=C1C1=NN(C=N1)C)N1N=CC=2C1=NC(=NC2)[N-]C2CC2